1-butoxy-1-oxopropan-2-yl butyrate C(CCC)(=O)OC(C(=O)OCCCC)C